FC1(CNCCC1C1=CC2=C(N=C(NC2=O)C=2C=C(C=3N(N2)C=C(N3)C)C)S1)F 6-(3,3-difluoro-4-piperidinyl)-2-(2,8-dimethylimidazo[1,2-b]pyridazin-6-yl)-3H-thieno[2,3-d]pyrimidin-4-one